N-(2-((2-(dimethylamino)ethyl)(methyl)amino)-5-((4-(5-methoxy-1-methyl-1H-indol-3-yl)5-(trifluoromethyl)pyrimidin-2-yl)amino)phenyl)acetamide CN(CCN(C1=C(C=C(C=C1)NC1=NC=C(C(=N1)C1=CN(C2=CC=C(C=C12)OC)C)C(F)(F)F)NC(C)=O)C)C